(S)-N-(1-((3,5,6-trichloropyridin-2-yl)oxy)propan-2-yl)-5-chloro-6-methylpyrimidin-4-amine ClC=1C(=NC(=C(C1)Cl)Cl)OC[C@H](C)NC1=NC=NC(=C1Cl)C